C=1(C(=CC=CC1O)C(=O)O)C cresoleic acid